BrC1=C(C=C(C(NO)=N)C=C1)Cl 4-bromo-3-chloro-N-hydroxybenzimidamide